N-[[1-[6-[6-(difluoromethyl)imidazo[1,2-b]pyridazin-3-yl]pyrimidin-4-yl]-5-hydroxy-3-piperidinyl]methyl]methanesulfonamide FC(C=1C=CC=2N(N1)C(=CN2)C2=CC(=NC=N2)N2CC(CC(C2)O)CNS(=O)(=O)C)F